methyl 2-amino-4,5-difluoro-benzoate NC1=C(C(=O)OC)C=C(C(=C1)F)F